tert-butyl (5-(methylcarbamoyl)thiophen-2-yl)(3-(4-((1-methylpiperidin-4-yl)amino)-1-(2,2,2-trifluoroethyl)-1H-indol-2-yl)prop-2-yn-1-yl)carbamate CNC(=O)C1=CC=C(S1)N(C(OC(C)(C)C)=O)CC#CC=1N(C2=CC=CC(=C2C1)NC1CCN(CC1)C)CC(F)(F)F